dimethylsilyl-bis(n-butylcyclopentadienyl)titanium (III) C[SiH](C)[Ti](C1(C=CC=C1)CCCC)C1(C=CC=C1)CCCC